(S)-N-(2-(4-hydroxyazepan-1-yl)-5-(trifluoromethyl)-phenyl)-5-(pyridin-4-yl)furan-2-carboxamide O[C@@H]1CCN(CCC1)C1=C(C=C(C=C1)C(F)(F)F)NC(=O)C=1OC(=CC1)C1=CC=NC=C1